(2R)-6-(4-cyanotetrahydropyran-4-yl)-N-[(1R)-1-[2-fluoro-3-(trifluoromethyl)phenyl]ethyl]-2-methyl-2,3-dihydroimidazo[1,2-a]pyridine-8-carboxamide C(#N)C1(CCOCC1)C=1C=C(C=2N(C1)C[C@H](N2)C)C(=O)N[C@H](C)C2=C(C(=CC=C2)C(F)(F)F)F